C[C@@H]1NC2=CC=C3C(=C2CC1)N=C(N3CC(NCC3=CC(=NO3)C)=O)CCN3N=CC=C3 (7S)-7-Methyl-3-({[(3-methyl-1,2-oxazol-5-yl)methyl]carbamoyl}methyl)-2-[2-(1H-pyrazol-1-yl)ethyl]-3H,6H,7H,8H,9H-imidazo[4,5-f]chinolin